2-amino-2-(3-fluoro-2-(trifluoromethyl)phenyl)-6-hydroxycyclohexane-1-one hydrochloride Cl.NC1(C(C(CCC1)O)=O)C1=C(C(=CC=C1)F)C(F)(F)F